2-((6-(4-aminopiperidin-1-yl)-3,5-dicyano-4-ethylpyridin-2-yl)thio)-2-phenylacetamide NC1CCN(CC1)C1=C(C(=C(C(=N1)SC(C(=O)N)C1=CC=CC=C1)C#N)CC)C#N